acryloyloxyethyl-trimethyl-ammonium toluene-4-sulfonate CC1=CC=C(C=C1)S(=O)(=O)[O-].C(C=C)(=O)OCC[N+](C)(C)C